1-(6-chloropyridin-2-yl)pyrazol ClC1=CC=CC(=N1)N1N=CC=C1